NC1=NC=C2C(=N1)N(C(N(C2)C2=C(C=CC=C2C)F)=O)[C@H]2CNCCCC2 7-amino-1-[(3R)-azepan-3-yl]-3-(2-fluoro-6-methyl-phenyl)-4H-pyrimido[4,5-d]pyrimidin-2-one